(4-anilinophenyl)acetamide N(C1=CC=CC=C1)C1=CC=C(C=C1)CC(=O)N